benzyl N-({2-methyl-2-[(propan-2-yl)carbamoyl]cyclopropyl}(phenyl)methyl)carbamate CC1(C(C1)C(NC(OCC1=CC=CC=C1)=O)C1=CC=CC=C1)C(NC(C)C)=O